5-Chloro-3-(hydroxymethyl)-2-[2-[[(3R)-1-methyl-3-piperidyl]amino]oxazolo[4,5-b]pyridin-5-yl]phenol ClC=1C=C(C(=C(C1)O)C1=CC=C2C(=N1)N=C(O2)N[C@H]2CN(CCC2)C)CO